C(C)C(C(C)C)CC[C@@H](C)[C@H]1CC[C@H]2[C@@H]3CC=C4C[C@@H](O)CC[C@]4(C)[C@H]3CC[C@]12C 24α-Ethylcholesterol